2-Hydroxyacetohydrazide OCC(=O)NN